C(#N)C=1C=C(C=NC1OC(F)F)NC(=O)[C@@H]1C[C@@](C2=C1C=NC=1N2N=C(C1)F)(C)C=1C=NN(C1)C(F)F (6R,8S)-N-(5-cyano-6-(difluoromethoxy)pyridin-3-yl)-8-(1-(difluoromethyl)-1H-pyrazol-4-yl)-2-fluoro-8-methyl-7,8-dihydro-6H-cyclopenta[e]pyrazolo[1,5-a]pyrimidine-6-carboxamide